FC=1C=C(C=CC1F)C=1C=C2C(=NC1)N(C(N2CC(CC)=O)=O)C 6-(3,4-difluorophenyl)-3-methyl-1-(2-oxobutyl)imidazo[4,5-B]Pyridine-2-one